NC=1C(=NC(=CN1)C1=CC=C(C=C1)C)C(=O)NC1=CC=C(C=C1)S(=O)(=O)CP(=O)(C)C 3-amino-N-[4-(dimethylphosphorylmethylsulfonyl)phenyl]-6-(p-tolyl)pyrazine-2-carboxamide